N1=C2C(=CC=C1)CC1=CC(=CC=C1O2)C(C(=O)O)C 2-(5H-chromeno[2,3-b]pyridin-7-yl)propanoic acid